(ADAMANTAN-1-YL)-2-((6-CYCLOPROPYL-2-OXO-1,2-DIHYDROPYRIMIDIN-4-YL)OXY)ACETAMIDE C12(CC3CC(CC(C1)C3)C2)C(C(=O)N)OC2=NC(NC(=C2)C2CC2)=O